ClC=1C=C(C=CC1)N1C(N(C([C@@H]1C)C#N)C1=CN=CC2=CC=CC=C12)=O (5S)-1-(3-chlorophenyl)-3-(isoquinolin-4-yl)-5-methyl-2-oxoimidazoline-4-carbonitrile